3-bromo-imidazo[1,2-f]phenanthridine BrC1=CN=C2N1C=1C=CC=CC1C=1C=CC=CC21